7-chloro-1-(4-fluoro-2-methyl-phenyl)-3-(2-meth-yl-6-oxo-1,6-dihydropyridin-3-yl)-2,3-dihydro-pyrido[4,3-d]pyrimidin-4(1H)-one ClC1=CC=2N(CN(C(C2C=N1)=O)C1=C(NC(C=C1)=O)C)C1=C(C=C(C=C1)F)C